CN(C(CCCCCCCCC)=O)C N,N-dimethyldecanoamide